C(C)(C)(C)OC(=O)NCCC(C(=O)O)(F)F 4-(tert-butoxycarbonylamino)-2,2-difluoro-butyric acid